rel-2-((2R,5S)-2-(1H-indazol-5-yl)-5-methylpiperidin-1-yl)-N-(6-amino-5-ethylpyridin-3-yl)-2-oxoacetamide N1N=CC2=CC(=CC=C12)[C@@H]1N(C[C@H](CC1)C)C(C(=O)NC=1C=NC(=C(C1)CC)N)=O |o1:9,12|